methanesulfonic acid 2-amino-1-(3-fluoropyridin-4-yl)-2-oxoethyl ester NC(C(C1=C(C=NC=C1)F)OS(=O)(=O)C)=O